(4-(((3R,4R)-1-(2-cyanoacetyl)-4-methylpiperidin-3-yl)(methyl)amino)-7H-pyrrolo[2,3-d]pyrimidin-7-yl)methyl-2-((2,3-dimethylphenyl)amino)benzoate C(#N)CC(=O)N1C[C@@H]([C@@H](CC1)C)N(C=1C2=C(N=CN1)N(C=C2)COC(C2=C(C=CC=C2)NC2=C(C(=CC=C2)C)C)=O)C